tert-butyl 4-(2-((3-cyano-4-(6-(4-methyl-4-(picolinamido)piperidin-1-yl)pyridin-3-yl)pyrazolo[1,5-a]pyridin-6-yl)oxy)ethyl)piperazine-1-carboxylate C(#N)C=1C=NN2C1C(=CC(=C2)OCCN2CCN(CC2)C(=O)OC(C)(C)C)C=2C=NC(=CC2)N2CCC(CC2)(NC(C2=NC=CC=C2)=O)C